N-isopropyl-4-((2-(6-methoxy-2-naphthyl)hydrazino)methyl)benzamide C(C)(C)NC(C1=CC=C(C=C1)CNNC1=CC2=CC=C(C=C2C=C1)OC)=O